1-methyl-2-(1-(4-(methylsulfinyl)phenoxy)ethyl)-1H-indole CN1C(=CC2=CC=CC=C12)C(C)OC1=CC=C(C=C1)S(=O)C